[4-[(E)-[[5-(3-hydroxypropoxy)-1,1-dioxo-1,2-benzothiazol-3-yl]-isobutyl-hydrazono]methyl]-2-methoxy-phenyl]boronic acid OCCCOC=1C=CC2=C(C(=NS2(=O)=O)N(\N=C\C2=CC(=C(C=C2)B(O)O)OC)CC(C)C)C1